(3-bromo-1-(2-(tert-butyldimethylsilyl)ethyl)-1H-1,2,4-triazol-5-yl)methanol tert-butyl-(2R,4R)-4-[(tert-butyldiphenylsilyl)oxy]-2-(hydroxymethyl)pyrrolidine-1-carboxylate C(C)(C)(C)[C@@]1(N(C[C@@H](C1)O[Si](C1=CC=CC=C1)(C1=CC=CC=C1)C(C)(C)C)C(=O)OCC1=NC(=NN1CC[Si](C)(C)C(C)(C)C)Br)CO